C1(=CC=CC=C1)C=1C2=C(NC(CN1)=O)C=CC=C2 5-phenyl-1,3-dihydro-2H-benzo[e][1,4]diazepiN-2-one